ClP(C1=CC=C(C=C1)C)Cl dichloro(p-tolyl)phosphane